5-chloro-N-(2-chloro-4-{3-methyl-4-[(1-methylpiperidin-4-yl)oxy]-1H-pyrazolo[3,4-d]pyrimidin-6-yl}phenyl)-2-fluorobenzenesulfonamid ClC=1C=CC(=C(C1)S(=O)(=O)NC1=C(C=C(C=C1)C1=NC(=C2C(=N1)NN=C2C)OC2CCN(CC2)C)Cl)F